N6-carbamimidoyl-L-lysine C(N)(=N)NCCCC[C@H](N)C(=O)O